dodeca-1,11-dien-4-yl acetate C(C)(=O)OC(CC=C)CCCCCCC=C